C1(=CC=CC=C1)C1(CCC2=C(C=CS2)C1)N 5-phenyl-4,5,6,7-tetrahydrobenzothiophen-5-amine